ClC=1C=C(C=C(C1OC=1C=C2C(=CC(=NC2=CC1)C1=CC(=NC=C1)Cl)C)Cl)N1N=C(C(NC1=O)=O)C#N 2-(3,5-Dichloro-4-((2-(2-chloropyridin-4-yl)-4-methylquinolin-6-yl)oxy)phenyl)-3,5-dioxo-2,3,4,5-tetrahydro-1,2,4-triazine-6-carbonitrile